FC(C=1C=CC(=[N+](C1)[O-])C(=O)OC)F methyl 5-(difluoromethyl)-1-oxido-pyridin-1-ium-2-carboxylate